SC1=CC=C(C=C1)S(=O)(=O)[O-].C(C)[NH+](CC)CC Triethylammonium 4-mercaptobenzenesulfonate